(cis)-3-aminocyclobutanol hydrochloride Cl.N[C@H]1C[C@H](C1)O